ClC1=C(C=C(C=C1)N=C=O)CCC(C(=O)O)C 4-(2-chloro-5-isocyanatophenyl)-2-methylbutanoic acid